N=1C=CN2C1C=CC(=C2)C=2C=CN1N=C(N=CC12)C1(CC(C1)N)N 1-(5-(imidazo[1,2-a]pyridin-6-yl)pyrrolo[2,1-f][1,2,4]triazin-2-yl)cyclobutane-1,3-diamine